6-Chloro-3-[(1R)-1-[3,6-dimethyl-2-(1-methylpyrazolo[5,4-b]pyridin-6-yl)-4-oxo-chromen-8-yl]ethoxy]pyridine-2-carboxamide ClC1=CC=C(C(=N1)C(=O)N)O[C@H](C)C=1C=C(C=C2C(C(=C(OC12)C1=CC=C2C(=N1)N(N=C2)C)C)=O)C